3-(2-(5-methyl-1,3,4-oxadiazol-2-yl)pyridin-4-yl)-5-(trifluoromethyl)-1,2,4-oxadiazol CC1=NN=C(O1)C1=NC=CC(=C1)C1=NOC(=N1)C(F)(F)F